perhydrothiophene S1CCCC1